COC(=O)C(CC)CCCCCC(=O)OC(C)(C)C octane-3,8-dicarboxylic acid 8-tert-butyl 3-methyl ester